14-((2-((3,4-bis(trifluoromethyl)phenyl)(methyl)amino)ethyl)sulfonamido)tetradecanoic acid FC(C=1C=C(C=CC1C(F)(F)F)N(CCS(=O)(=O)NCCCCCCCCCCCCCC(=O)O)C)(F)F